3-(5-(methyl((1S,2S)-2-(methylamino)cyclopentyl)amino)-1-oxoisoindolin-2-yl)piperidine-2,6-dione CN(C=1C=C2CN(C(C2=CC1)=O)C1C(NC(CC1)=O)=O)[C@@H]1[C@H](CCC1)NC